N[C@@H](C(=O)NC1CC1)CCCOC1=C(C(=C(C=C1)Cl)Cl)CC1=CN=C2C(=NC=NN21)N (R)-2-amino-5-(2-((4-aminoimidazo[2,1-f][1,2,4]triazin-7-yl)methyl)-3,4-dichlorophenoxy)-N-cyclopropylpentanamid